FC([C@@H]1[C@](CN(CC1)C([2H])([2H])[2H])(CC)CO)F |r| ((±)-(3S,4S)-4-(Difluoromethyl)-3-ethyl-1-(methyl-d3)piperidin-3-yl)methanol